IC1=CC2=C(N(C=N2)C)C=C1 5-iodo-1-methyl-1H-benzo[d]imidazole